ClC=1C(=CC(=C(C=O)C1)OC)I 5-chloro-4-iodo-2-methoxybenzaldehyde